ClC=1C=CC=C2[C@H](CCOC12)NC(=O)NC1=NN(C=C1)C1=CC=C(C=C1)C(C)(NC)C 1-[(4S)-8-chlorochroman-4-yl]-3-[1-[4-[1-methyl-1-(methylamino)ethyl]phenyl]pyrazol-3-yl]urea